C1N(CC2=CC=CC=C12)CC1=CC(C(=CO1)OCC1=CC=C(C=C1)S(=O)(=O)NC)=O 4-(((6-(isoindolin-2-ylmethyl)-4-oxo-4H-pyran-3-yl)oxy)methyl)-N-methylbenzenesulfonamide